2-[3-[1-[[8-bromo-2-oxo-6-(trifluoromethyl)-1H-quinazolin-4-yl]amino]ethyl]pyrazin-2-yl]thiazole-5-carbonitrile BrC=1C=C(C=C2C(=NC(NC12)=O)NC(C)C=1C(=NC=CN1)C=1SC(=CN1)C#N)C(F)(F)F